ClC1=NC(=C2N=CN(C2=N1)C[C@@H]1SC[C@H]([C@H]1O)O)NCC1=CC(=CC=C1)I (2S,3R,4S)-2-((2-chloro-6-((3-iodobenzyl)amino)-9H-purin-9-yl)methyl)tetrahydrothiophene-3,4-diol